(S)-4-(3-benzyl-6,9-dimethyl-4H,6H-thieno[2,3-e][1,2,4]triazolo[3,4-c][1,4]oxazepin-2-yl)but-3-yn-1-ol C(C1=CC=CC=C1)C1=C(SC=2N3C([C@@H](OCC21)C)=NN=C3C)C#CCCO